1-nonadecanoyl-2-(9Z,12Z-heptadecadienoyl)-glycero-3-phospho-(1'-sn-glycerol) CCCCCCCCCCCCCCCCCCC(=O)OC[C@H](COP(=O)(O)OC[C@H](CO)O)OC(=O)CCCCCCC/C=C\C/C=C\CCCC